3-bromo-2,5-difluoro-N-methyl-6-nitroaniline BrC=1C(=C(NC)C(=C(C1)F)[N+](=O)[O-])F